p-toluenesulfonyl-acetone 6-(3-Bromophenyl)-2,2-dimethyl-6-((tetrahydro-2H-pyran-2-yl)oxy)hexyl-methanesulfonate BrC=1C=C(C=CC1)C(CCCC(CCS(=O)(=O)O)(C)C)OC1OCCCC1.CC1=CC=C(C=C1)S(=O)(=O)CC(C)=O